(3-Hydroxybenzyl)carbamic acid tert-butyl ester C(C)(C)(C)OC(NCC1=CC(=CC=C1)O)=O